N,N'-dioleoyl-decanediamide C(CCCCCCC\C=C/CCCCCCCC)(=O)NC(CCCCCCCCC(=O)NC(CCCCCCC\C=C/CCCCCCCC)=O)=O